BrC(C)C=1C=C(C=C2C(C=C(OC12)C1N(C(OC12CCNCC2)=O)C)=O)C [8-(1-bromoethyl)-6-methyl-4-oxo-chromen-2-yl]-3-methyl-1-oxa-3,8-diazaspiro[4.5]Decan-2-one